(6-(difluoromethyl)-5-methylpyridin-3-yl)(2,3-difluorophenyl)methanol FC(C1=C(C=C(C=N1)C(O)C1=C(C(=CC=C1)F)F)C)F